BrC1=CC=2C=3N(C(N(C(C3C=NC2N1COCC[Si](C)(C)C)=O)C1=C(C=CC=C1Cl)Cl)=O)C1CC1 4-bromo-13-cyclopropyl-11-(2,6-dichlorophenyl)-5-(2-trimethylsilylethoxymethyl)-5,7,11,13-tetrazatricyclo[7.4.0.02,6]trideca-1(9),2(6),3,7-tetraene-10,12-dione